2-[(1S)-1-cyclohexylethoxy]-4-(3-ethyl-4-methyl-5-oxo-4,5-dihydro-1H-1,2,4-triazol-1-yl)-5-fluoro-N-(1-phenylbutan-2-yl)benzamide C1(CCCCC1)[C@H](C)OC1=C(C(=O)NC(CC2=CC=CC=C2)CC)C=C(C(=C1)N1N=C(N(C1=O)C)CC)F